5,5-dimethyl-1,4,5,6-tetrahydrocyclopenta[b]pyrrole-2-carboxylic acid hydrazide CC1(CC2=C(NC(=C2)C(=O)NN)C1)C